4-(aminomethyl)-6-(2-methylpyrimidin-5-yl)phthalazin-1(2H)-one NCC1=NNC(C2=CC=C(C=C12)C=1C=NC(=NC1)C)=O